3-amino-N-(2,6-dibromo-4-(heptafluoropropan-2-yl)phenyl)-2-fluorobenzamide NC=1C(=C(C(=O)NC2=C(C=C(C=C2Br)C(C(F)(F)F)(C(F)(F)F)F)Br)C=CC1)F